(2R,3R,4S,5S)-2-(4-amino-7H-pyrrolo[2,3-d]pyrimidin-7-yl)-5-((R)-4-chloro-1,3-dihydroisobenzofuran-1-yl)tetrahydrofuran-3,4-diol NC=1C2=C(N=CN1)N(C=C2)[C@@H]2O[C@@H]([C@H]([C@H]2O)O)[C@@H]2OCC1=C(C=CC=C21)Cl